N,N'-dipropylcarbodiimide C(CC)N=C=NCCC